1-(2-(Azepan-1-yl)ethyl)-1,2,3,4-tetrahydroquinoxaline N1(CCCCCC1)CCN1CCNC2=CC=CC=C12